C1(CCC1)OC1=CC=C2C=C(NC2=C1)CNCCCCOCCNC1=NC2=C(C3=CN=CC=C13)C=CC(=C2)C(=O)N 5-((2-(4-(((6-Cyclobutoxy-1H-indol-2-yl)methyl)amino)butoxy)ethyl)amino)benzo[c][2,6]naphthyridine-8-carboxamide